(±)-(4aR,13bS)-10,11-dichloro-4-(4-chlorobenzyl)-1,2,3,4,4a,5,6,13b-octahydro-8H-[1,6]naphthyridino[5,6-b]quinazolin-8-one ClC=1C=C2C(N3C(=NC2=CC1Cl)[C@H]1CCCN([C@@H]1CC3)CC3=CC=C(C=C3)Cl)=O |r|